OC(CNC(\C=C\C=C\C=C\C=C/C=C/CCC)=O)(C)C 2E,4E,8Z,10E,12E-tetradecapentaenoic acid-N-(2-hydroxy-2-methylpropyl)amide